CC1=CN=CC=2N1C(=CC2)C=C2CN(C2)C(=O)OC(C)(C)C Tert-butyl 3-({4-methylpyrrolo[1,2-a]pyrazin-6-yl}methylene)azetidine-1-carboxylate